COC1=C(C=CC=C1)C1=CC=2C(=CN=C(C2)N)N1C 2-(2-methoxyphenyl)-1-methyl-1H-pyrrolo[2,3-c]pyridin-5-amine